CC=1C=C(CNC2=C3N=CN(C3=NC(=N2)C=2C=NC=C(C2)OC)[C@@H]2[C@@H]([C@@H]([C@H](O2)C(=O)NC)O)O)C=C(C1)C (2s,3s,4r,5s)-5-(6-((3,5-dimethylbenzyl)amino)-2-(5-methoxypyridin-3-yl)-9H-purin-9-yl)-3,4-dihydroxy-N-methyltetrahydrofuran-2-carboxamide